5-iodo-N-isopropyl-2-(pyridin-3-yl)thieno[2,3-b]pyridin-4-amine IC1=C(C2=C(N=C1)SC(=C2)C=2C=NC=CC2)NC(C)C